(R)-2-amino-N-((S)-1-(((6-amino-4-methylpyridin-3-yl)methyl)amino)-1-oxopropan-2-yl)-4-phenylbutanamide dihydrochloride Cl.Cl.N[C@@H](C(=O)N[C@H](C(=O)NCC=1C=NC(=CC1C)N)C)CCC1=CC=CC=C1